1-Amino-4-(((5-ethyl-2-(trifluoromethyl)pyrazolo[1,5-a]pyrimidin-7-yl)amino)methyl)-4-(4-fluorophenyl)cyclohexane-1-carbonitrile NC1(CCC(CC1)(C1=CC=C(C=C1)F)CNC1=CC(=NC=2N1N=C(C2)C(F)(F)F)CC)C#N